tert-butyl 4-[3-[7-amino-2-(2-carbamoylallyl)-1-oxo-isoindolin-4-yl]phenyl]pyrazole-1-carboxylate NC=1C=CC(=C2CN(C(C12)=O)CC(=C)C(N)=O)C=1C=C(C=CC1)C=1C=NN(C1)C(=O)OC(C)(C)C